4-amino-7-chloro-N-methyl-N-((6-(trifluoromethyl)-3-pyridazinyl)methyl)-1,3-dihydrofuro[3,4-c]quinoline-8-carboxamide NC1=NC=2C=C(C(=CC2C2=C1COC2)C(=O)N(CC=2N=NC(=CC2)C(F)(F)F)C)Cl